1-(4-bromo-3-methoxyphenyl)-4-methyl-1H-1,2,3-triazole BrC1=C(C=C(C=C1)N1N=NC(=C1)C)OC